C(#N)C=1C(=NC(=NC1)N[C@H]1C[C@H](CCC1)N1C=NC2=C1C(=CC(=C2)C#N)C)C=2C=NN(C2)CC(F)F 1-((1S,3R)-3-((5-cyano-4-(1-(2,2-difluoroethyl)-1H-pyrazol-4-yl)pyrimidin-2-yl)amino)cyclohexyl)-7-methyl-1H-benzo[d]imidazole-5-carbonitrile